2,2-Bis-(4-hydroxy-3,5-dichlorophenyl)-propan OC1=C(C=C(C=C1Cl)C(C)(C)C1=CC(=C(C(=C1)Cl)O)Cl)Cl